C(C=C)N1CCN(CC1)C1CCN(CC1)C1=C(C=C(C(=C1)OC)NC1=NC=NC(=C1)N1OCC[C@@H]1C1=C(C(=CC=C1)Cl)C)NC(C=C)=O N-(2-(4-(4-allylpiperazine-1-yl)piperidine-1-yl)-5-((6-((R)-3-(3-chloro-2-methylphenyl)isoxazolidine-2-yl)pyrimidine-4-yl)amino)-4-methoxyphenyl)acrylamide